promethium(III) oxide [O-2].[Pm+3].[O-2].[O-2].[Pm+3]